OC1=C(C=C(C=C1)O)\C=C/NC=O (1Z)-2-(2,5-dihydroxyphenyl)vinylformamide